C(C1=CC=CC=C1)N(C1=CC(=CC(=N1)N(CCCCC1C2(CC2)CCN(C1)C(=O)OC(C)(C)C)CC1=CC=C(C=C1)OC)C)CC1=CC=CC=C1 tert-butyl 4-(4-((6-(dibenzylamino)-4-methylpyridin-2-yl)(4-methoxybenzyl)amino)butyl)-6-azaspiro[2.5]octane-6-carboxylate